3-(difluoromethyl)piperazine-1-carboxylate FC(C1CN(CCN1)C(=O)[O-])F